(R,Z)-2-(4-((6-chloro-1H-indol-3-yl)methylene)-2,5-dioxoimidazolidin-1-yl)-2-(4-cyanophenyl)ethyl dihydrophosphate ClC1=CC=C2C(=CNC2=C1)\C=C\1/NC(N(C1=O)[C@@H](COP(=O)([O-])O)C1=CC=C(C=C1)C#N)=O